BrC1=CC2=C(OC(CO2)C=2NC(C(N2)([2H])[2H])([2H])[2H])C=C1 2-(6-bromo-2,3-dihydrobenzo[b][1,4]dioxin-2-yl)-4,5-dihydro-1H-imidazole-4,4,5,5-d4